C(C)(C)(C)OC(=O)N1CCC(=CC1)C=1OC2=C(C=C(C=C2C(C1)=O)C)C(C)NC1=C(C=CC=C1)C(=O)OC(C)(C)C 4-[8-[1-(2-tert-butoxycarbonylanilino)ethyl]-6-methyl-4-oxo-chromen-2-yl]-3,6-dihydro-2H-pyridine-1-carboxylic acid tert-butyl ester